3-(5-Bromo-2-nitrophenyl)-2,3-dibromopropionic acid ethyl ester C(C)OC(C(C(Br)C1=C(C=CC(=C1)Br)[N+](=O)[O-])Br)=O